ONOCCCCCCCNCC dioxa-2,11-diazatridecan